OCCC1=CC(=NN1C(C)C)S(=O)(=O)N(CC1=CC=C(C=C1)OC)CC1=CC=C(C=C1)OC 5-(2-hydroxyethyl)-1-isopropyl-N,N-bis(4-methoxybenzyl)-1H-pyrazole-3-sulfonamide